FC(C=1C=C2C=NNC2=C(C1)S(=O)(=O)N1[C@@H](CC1)C(=O)O)F (S)-1-((5-(difluoromethyl)-1H-indazol-7-yl)sulfonyl)azetidine-2-carboxylic acid